The molecule is a carboxylic ester resulting from the formal condensation between 3-(2,2-dichlorovinyl)-2,2-dimethylcyclopropanecarboxylic acid and the alcoholic hydroxy group of hydroxy(3-phenoxyphenyl)acetonitrile. It has a role as a pyrethroid ester insecticide, a pyrethroid ester acaricide, an agrochemical and a molluscicide. It is an organochlorine compound, a nitrile, an aromatic ether and a cyclopropanecarboxylate ester. It derives from a 3-(2,2-dichlorovinyl)-2,2-dimethylcyclopropanecarboxylic acid. CC1(C(C1C(=O)OC(C#N)C2=CC(=CC=C2)OC3=CC=CC=C3)C=C(Cl)Cl)C